ClC1=C(C=CC(=C1)NC1=NC=C(C(=N1)NC1=C(C=CC=C1)P(=O)(C)C)C)N1CCC2(CC(C2)NC(OC(C)(C)C)=O)CC1 tert-butyl (7-(2-chloro-4-((4-((2-(dimethylphosphoryl)phenyl)amino)-5-methylpyrimidin-2-yl)amino)phenyl)-7-azaspiro[3.5]nonan-2-yl)carbamate